N-[[6-(3,3-Dimethylbutoxy)-2-pyridyl]sulfonyl]-2-(2,2,4-trimethylpyrrolidin-1-yl)pyridin-3-carboxamid CC(CCOC1=CC=CC(=N1)S(=O)(=O)NC(=O)C=1C(=NC=CC1)N1C(CC(C1)C)(C)C)(C)C